2-(pyridin-4-yl-1H-1,3-benzodiazole-6-carbonyl)2,8-diazaspiro[4.5]decan-1-one N1=CC=C(C=C1)N1C=NC2=C1C=C(C=C2)C(=O)N2C(C1(CC2)CCNCC1)=O